ClC1=CC=C(CNC(=O)NC2CC3(C2)CC(C3)C(=O)N3CCN(CC3)CC(C)(C)O)C=C1 1-(4-chlorobenzyl)-3-((2S,4s,6S)-6-(4-(2-hydroxy-2-methylpropyl)piperazine-1-carbonyl)spiro[3.3]heptan-2-yl)urea